COC(=O)C1=CC=C(C=C1)C1N(CCN(C1)C)C(=O)C1=C2C=CN(C2=CC=C1)C(=O)OC(C)(C)C tert-butyl 4-(2-(4-(methoxycarbonyl)phenyl)-4-methylpiperazine-1-carbonyl)-1H-indole-1-carboxylate